(5-Fluoro-1H-indol-3-yl)(4-(5-(trifluoromethyl)pyrimidin-2-yl)piperazin-1-yl)methanone FC=1C=C2C(=CNC2=CC1)C(=O)N1CCN(CC1)C1=NC=C(C=N1)C(F)(F)F